O1C(=NN=C1)C1=C(N)C=CC=C1 2-(1,3,4-oxadiazol-2-yl)aniline